C1(=CC=CC=C1)C(=C)C1=NNC2=C1C=1N(C(=N2)N2CCC3(CC2)[C@@H](C2=CC=CC=C2C3)N)CCN1 (S)-1'-(9-(1-Phenylvinyl)-2,7-dihydro-3H-imidazo[1,2-c]pyrazolo[4,3-e]pyrimidin-5-yl)-1,3-dihydro-spiro[indene-2,4'-piperidin]-1-amine